ClC=1C(=CC=C2N=CC(=NC12)C=1C=NN(C1)CC1COCC1)OC1=CC2=C(N=C(N2)C)C=C1 8-chloro-7-[(2-methyl-3H-benzimidazol-5-yl)oxy]-2-[1-(tetrahydrofurane-3-ylmethyl)pyrazol-4-yl]quinoxaline